ClC=1C(=CC(=C(CN2[C@@H](CCCC2)C(=O)O)C1)OCCN1CCOCC1)OCC1=C(C(=CC=C1)C1=CC2=C(OCCO2)C=C1)C (S)-1-(5-Chloro-4-((3-(2,3-dihydrobenzo[b][1,4]dioxin-6-yl)-2-methylbenzyl)oxy)-2-(2-morpholinoethoxy)benzyl)piperidine-2-carboxylic acid